C(C)N1C(NC2=C(C1=O)SC(=C2)CN2C(CN(CC2)C(=O)OC(C)(C)C)=O)=O tert-butyl 4-((3-ethyl-2,4-dioxo-1,2,3,4-tetrahydro thieno[3,2-d]pyrimidin-6-yl)methyl)-3-oxopiperazine-1-carboxylate